CS(=O)(=O)OCC1=C(C=CC=C1I)Br 2-bromo-6-iodobenzyl methanesulfonate